dimethyl-zinc C[Zn]C